C(C)(C1=C(C=CC=C1)O)C1=C(C=CC=C1)O (ethane-1,1-diyl)diphenol